C(C)(C)(C)C1N(C(=CCC1C)C1=CC(=C(C=C1)O)C)C(=O)OC1(CC(C1)C1=C(NC2=C(C=C(C=C12)F)F)C1=CC=C(C=C1)F)CN 1-(aminomethyl)-3-[5,7-difluoro-2-(4-fluorophenyl)-1H-indol-3-yl]cyclobutanol tert-butyl-6-(4-hydroxy-3-methyl-phenyl)-3-methyl-3,4-dihydro-2H-pyridine-1-carboxylate